3-(4-nitrophenyl)quinoxalin-2(1H)-one [N+](=O)([O-])C1=CC=C(C=C1)C=1C(NC2=CC=CC=C2N1)=O